C(C)OC(CSC)=O 2-(methylthio)acetic acid ethyl ester